C1(=CC=C(C=C1)[Si](C)(C)C(CO)C1=CC=C(C=C1)F)[Si](C)(C)C(CO)C1=CC=C(C=C1)F 2,2'-(1,4-Phenylenebis(dimethylsilanediyl))bis(2-(4-fluorophenyl)ethan-1-ol)